FC1=C(C=CC=C1F)CNC1=NC(=NC=C1C(=O)N)NC1=C(C=C2CCN(CC2=C1)C)OC 4-{[(2,3-difluorophenyl)methyl]amino}-2-[(6-methoxy-2-methyl-1,2,3,4-tetrahydroisoquinolin-7-yl)amino]pyrimidine-5-carboxamide